CN(C1=CC=C(C=CC=C2C(C3=CC=CC=C3C2)=O)C=C1)C p-Dimethylaminocinnamylideneindanone